6-{5-azaspiro[2.4]heptan-5-ylmethyl}-2-(3-{3-[(4-methyl-1,2,4-triazol-3-yl)methyl]oxolan-3-yl}phenyl)-4-(trifluoromethyl)-3H-isoindol-1-one C1CC12CN(CC2)CC2=CC(=C1CN(C(C1=C2)=O)C2=CC(=CC=C2)C2(COCC2)CC2=NN=CN2C)C(F)(F)F